N-(4-methoxy-5-((4-(1-methyl-1H-indol-3-yl)pyrimidin-2-yl)amino)-2-morpholinophenyl)-4-morpholinobut-2-enamide COC1=CC(=C(C=C1NC1=NC=CC(=N1)C1=CN(C2=CC=CC=C12)C)NC(C=CCN1CCOCC1)=O)N1CCOCC1